N2-(5-fluoropyridin-3-yl)-N4-isopropyl-6-phenyl-1,3,5-triazine-2,4-diamine FC=1C=C(C=NC1)NC1=NC(=NC(=N1)NC(C)C)C1=CC=CC=C1